C(C)(C)(C)OC(=O)N1CCC2(CC1)C(C1=CC(=CC=C1C2)S(=O)(=O)C)=N[S@](=O)C(C)(C)C (S)-1-(((R)-tert-butylsulfinyl)imino)-6-(methylsulfonyl)-1,3-dihydrospiro[indene-2,4'-piperidine]-1'-carboxylic acid tert-butyl ester